O=C(CCCCC(=O)O)OC1=CC=C2C(=CNC2=C1)CCN1CCCC1 6-oxo-6-((3-(2-(pyrrolidin-1-yl)ethyl)-1H-indol-6-yl)oxy)hexanoic acid